C(CCC)[Sn](N1OCC=C1)(CCCC)CCCC 2-(tributylstannyl)oxazoleN